N-(4-ethoxyphenyl)-7-(6-methoxypyridin-3-yl)pyrazolo[1,5-a]pyrimidine-2-carboxamide C(C)OC1=CC=C(C=C1)NC(=O)C1=NN2C(N=CC=C2C=2C=NC(=CC2)OC)=C1